2,3-dihydroxypentenoic acid OC(C(=O)O)=C(CC)O